C(N)(=O)C1=CC(=NC2=C1N=CN=C2N[C@@H]2CN(C[C@H](C2)F)C(=O)[O-])C2=CC(=C(C(=C2)F)OCC2(CCC2)O)F (3S,5S)-3-[(8-carbamoyl-6-{3,5-difluoro-4-[(1-hydroxycyclobutyl) methoxy] phenyl} pyrido[3,2-d]pyrimidin-4-yl) amino]-5-fluoropiperidine-1-carboxylate